tert-butyl 5-[5-[4-(allylamino)-3-cyano-phenyl]-1,2,4-oxadiazol-3-yl]indole-1-carboxylate C(C=C)NC1=C(C=C(C=C1)C1=NC(=NO1)C=1C=C2C=CN(C2=CC1)C(=O)OC(C)(C)C)C#N